COC1=C(C=CC(=C1)OC)CNC1=CC=2N(C(N(CC2C=N1)C1=C(C=CC=C1C)F)=O)[C@@H]1CC[C@H](CC1)NC(OC(C)(C)C)=O trans-tert-butyl N-[4-[7-[(2,4-dimethoxyphenyl)methylamino]-3-(2-fluoro-6-methyl-phenyl)-2-oxo-4H-pyrido[4,3-d]pyrimidin-1-yl]cyclohexyl]carbamate